methyl (R)-2-aminobutanoate hydrochloride Cl.N[C@@H](C(=O)OC)CC